2-(2-((thiazol-2-ylmethyl)carbamoyl)-2,3-dihydro-1H-inden-2-yl)acetic acid S1C(=NC=C1)CNC(=O)C1(CC2=CC=CC=C2C1)CC(=O)O